C(CCCCCCC\C=C/CCCCCCCC)(=O)OC[C@@H](OC(CCCCCCC\C=C/CCCCCCCC)=O)COP(=O)(O)OCCN 1,2-dioleoyLsn-glycero-3-phosphoethanolamine